N-(1-methylbutyl)amine CC(CCC)N